BrC=1C(=C(C=CC1)NC(=O)C1=NN2C([C@H](CCC2)NC(C(=O)OC(C)C)(C)C)=C1)Cl isopropyl 2-[[(4S)-2-[(3-bromo-2-chloro-phenyl)carbamoyl]-4,5,6,7-tetrahydropyrazolo[1,5-a]pyridin-4-yl]amino]-2-methyl-propanoate